(R)-1-(tert-butoxycarbonyl)-3-pyrrolidinecarboxylic acid C(C)(C)(C)OC(=O)N1C[C@@H](CC1)C(=O)O